O=C1NC(CCC1C1=CC=C(C=C1)N1CCC(CC1)CN1CCN(CC1)C(=O)OC(C)(C)C)=O tert-butyl 4-((1-(4-(2,6-dioxopiperidin-3-yl)phenyl)piperidin-4-yl)methyl)piperazine-1-carboxylate